N[C@H]1C2N(CC1CC2)C(=O)C=2C=C(C=1N(C2)N=C(C1C)C=1N(C2=CC(=CC=C2C1)C1=C(C=C(C(=O)N)C=C1)Cl)CC1CC1)F 4-(2-{6-[(7R)-7-amino-2-azabicyclo[2.2.1]heptane-2-carbonyl]-4-fluoro-3-methylpyrazolo[1,5-a]pyridin-2-yl}-1-(cyclopropylmethyl)-1H-indol-6-yl)-3-chlorobenzamide